N=1[CH-]C(C1)=N azetidimine